4-(3-cyano-5-(trifluoromethyl)pyridin-2-yl)piperazine-1-carboxylic acid tert-butyl ester C(C)(C)(C)OC(=O)N1CCN(CC1)C1=NC=C(C=C1C#N)C(F)(F)F